FC(C1=C(C=CC(=C1)C(F)(F)F)C=1N(C=CC1)\C=C/C(=O)N1CC(C1)(F)F)(F)F (Z)-3-(2-(2,4-bis(trifluoromethyl)phenyl)-1H-pyrrol-1-yl)-1-(3,3-difluoroazetidin-1-yl)prop-2-en-1-one